N-[9-[(2R,3R,4S,5S)-4-benzyloxy-5-(benzyloxymethyl)-3-hydroxy-5-(triisopropyl-siloxymethyl)tetrahydrofuran-2-yl]-6-oxo-1H-purin-2-yl]-2-methylpropanamide C(C1=CC=CC=C1)O[C@H]1[C@H]([C@@H](O[C@]1(CO[Si](C(C)C)(C(C)C)C(C)C)COCC1=CC=CC=C1)N1C=2N=C(NC(C2N=C1)=O)NC(C(C)C)=O)O